4-methyl-2-(spiro[benzo[d][1,3]dioxole-2,1'-cyclobutan]-5-yl)piperidine CC1CC(NCC1)C1=CC2=C(OC3(CCC3)O2)C=C1